FC1=C(C(=CC(=C1)C1=NC=CC=C1)OCC1=CC=C(C=C1)OC)N1CC(NS1(=O)=O)=O 5-[2-fluoro-6-[(4-methoxyphenyl)methoxy]-4-(2-pyridyl)phenyl]-1,1-dioxo-1,2,5-thiadiazolidin-3-one